ClC=1C=C(C=C(C1OC1=CC=C2C(=N1)C(=CN2)C(C)C)Cl)/N=C/N(C)C (E)-N'-[3,5-dichloro-4-([3-isopropyl-1H-pyrrolo[3,2-b]pyridin-5-yl]oxy)phenyl]-N,N-dimethylmethanimidamide